tert-butyl 2-(2-chlorophenyl)-3-(pyridin-4-yl)-6,7-dihydropyrazolo[1,5-a]pyrazine-5(4H)-carboxylate ClC1=C(C=CC=C1)C1=NN2C(CN(CC2)C(=O)OC(C)(C)C)=C1C1=CC=NC=C1